C(CCC)OCOCCCC(CC(C)[Li])C 6-butyloxymethoxy-1,3-dimethylhexyllithium